FC(C(=O)O)(F)F.N1(N=CN=C1)C[C@H]1CN([C@H](CO1)CC1=CC=C(C=C1)Cl)C1CCNCC1 (2R,5S)-2-((1H-1,2,4-triazol-1-yl)methyl)-5-(4-chlorobenzyl)-4-(piperidin-4-yl)-morpholine 2,2,2-trifluoroacetate